BrC1=CC=C2C3(CC=4C(=NOC4C2=C1)NS(=O)(=O)C12CC(C1)C2)CC3 N-(8'-bromo-4'H-spiro[cyclopropane-1,5'-naphtho[2,1-d]isoxazol]-3'-yl)bicyclo[1.1.1]pentane-1-sulfonamide